1,3,5-tris[(1H-imidazol-1-yl)methyl]benzene N1(C=NC=C1)CC1=CC(=CC(=C1)CN1C=NC=C1)CN1C=NC=C1